COCCOCCOCCOCCOCCOCCOCCOCCOCCOCCOCCOCCOCCOCCOCCOCCOCCOCCOCCOCCOCCOCCOCCOCCNC(CCC(=O)N)=O N4-(2,5,8,11,14,17,20,23,26,29,32,35,38,41,44,47,50,53,56,59,62,65,68,71-tetracosaoxatriheptacontan-73-yl)succinamide